N[C@H](C(=O)NC1=CC=C(C=C1)C1=NN=CN1C)C1CCCCCC1 (2S)-2-amino-2-cycloheptyl-N-[4-(4-methyl-1,2,4-triazol-3-yl)-phenyl]acetamide